4-[4-(1,3-benzothiazol-2-yloxy)-3-methoxyphenyl]-2-methylbutan-2-ol S1C(=NC2=C1C=CC=C2)OC2=C(C=C(C=C2)CCC(C)(O)C)OC